OCC([C@H](C[C@H]1C(NCC1)=O)NC(=O)[C@H]1NC[C@H]2[C@@H]1CCC2)=O (1S,3aR,6aS)-N-((S)-4-hydroxy-3-oxo-1-((S)-2-oxopyrrolidin-3-yl)butan-2-yl)octahydrocyclopenta[c]pyrrole-1-carboxamide